(4-Chloroisoindolin-2-yl)-2-(2-chlorophenyl)-1-methyl-4,5,6,7-tetrahydro-1H-benzo[d]imidazole ClC1=C2CN(CC2=CC=C1)C1CCCC=2N(C(=NC21)C2=C(C=CC=C2)Cl)C